2-(4-bromo-3-chlorophenyl)acetic acid methyl ester COC(CC1=CC(=C(C=C1)Br)Cl)=O